biphenyl-4,4'-disulfonyl azide C1(=CC=C(C=C1)S(=O)(=O)N=[N+]=[N-])C1=CC=C(C=C1)S(=O)(=O)N=[N+]=[N-]